[Co].[Ag].[Cu].[Ti] titanium copper silver cobalt